N-[7-fluoro-6-[4-[4-hydroxy-3-methyl-tetrahydrofuran-3-yl]piperazin-1-yl]-3-isoquinolinyl]-2-(2-pyridinyl)cyclopropanecarboxamide FC1=C(C=C2C=C(N=CC2=C1)NC(=O)C1C(C1)C1=NC=CC=C1)N1CCN(CC1)C1(COCC1O)C